ClC1=CC=NC2=CC=C(C=C12)C1(CC1)C1=CC(=NC=C1)C(F)(F)F 4-chloro-6-(1-(2-(trifluoromethyl)pyridin-4-yl)cyclopropyl)quinoline